8-((1R,2R,4S)-bicyclo[2.2.1]hept-2-yl)-2-(1-(methylsulfonyl)piperidin-4-ylamino)-7-oxo-7,8-dihydropyrido[2,3-d]pyrimidine-6-carbonitrile [C@@H]12[C@@H](C[C@@H](CC1)C2)N2C(C(=CC1=C2N=C(N=C1)NC1CCN(CC1)S(=O)(=O)C)C#N)=O